3-amino-2-cyclohexyl-2-(2-fluoro-5-(9-isopropyl-9H-purin-6-yl)phenyl)propionic acid methyl ester hydrochloride Cl.COC(C(CN)(C1=C(C=CC(=C1)C1=C2N=CN(C2=NC=N1)C(C)C)F)C1CCCCC1)=O